Dimethyl-octadecylsilane C[SiH](CCCCCCCCCCCCCCCCCC)C